4-(3-carbamoyl-1H-pyrazole-1-carbonyl)piperazine-1-carboxylic acid tert-butyl ester C(C)(C)(C)OC(=O)N1CCN(CC1)C(=O)N1N=C(C=C1)C(N)=O